thiophen-2(5H)-ylethylene S1C(C=CC1)C=C